Cl.ClC1=CC=C(C=C1)C(C)N1CC2(C1)CCNCC2 2-[1-(4-Chlorophenyl)ethyl]-2,7-diazaspiro[3.5]nonane hydrochloride